C[C@@H](C1=NC(=CS1)C2=CC=C(C=C2)C#N)[C@](CN3C=NC=N3)(C4=C(C=CC(=C4)F)F)O The molecule is a 1,3-thiazole that is butan-2-ol which is substituted at positions 1, 2, and 3 by 1,2,4-triazol-1-yl, 2,5-difluorophenyl, and 4-(p-cyanophenyl)-1,3-thiazol-2-yl groups, respectively. It is an antifungal drug used for the treatment of invasive aspergillosis and invasive mucormycosis. It has a role as an ergosterol biosynthesis inhibitor, an EC 1.14.13.70 (sterol 14alpha-demethylase) inhibitor and an orphan drug. It is a member of 1,3-thiazoles, a nitrile, a difluorobenzene, a tertiary alcohol, a triazole antifungal drug and a conazole antifungal drug.